4-[3-[(3R,9aS)-3-[4-Oxo-6-(trifluoromethyl)-1H-pyridin-3-yl]-3,4,6,7,9,9a-hexahydro-1H-pyrazino[2,1-c][1,4]oxazin-8-carbonyl]-2-chloro-5-fluorophenyl]-1H-pyrrol-2-carbonitril O=C1C(=CNC(=C1)C(F)(F)F)[C@@H]1CN2[C@H](CO1)CN(CC2)C(=O)C=2C(=C(C=C(C2)F)C=2C=C(NC2)C#N)Cl